2-((3-(2,6-dioxopiperidin-3-yl)-1-methyl-1H-indazol-6-yl)oxy)-N-((R)-1-(5-methylfuran-2-yl)propyl)acetamide O=C1NC(CCC1C1=NN(C2=CC(=CC=C12)OCC(=O)N[C@H](CC)C=1OC(=CC1)C)C)=O